C1(CCCC1)C(=O)N1CCN(CC1)C(CCC=1NC(C2=CC(=CC(=C2C1)C)F)=O)=O 3-(3-(4-(cyclopentanecarbonyl)piperazin-1-yl)-3-oxopropyl)-7-fluoro-5-methylisoquinolin-1(2H)-one